CNC1COCC2=NC(=CC=C21)C(F)(F)F N-methyl-2-(trifluoromethyl)-6,8-dihydro-5H-pyrano[3,4-b]pyridin-5-amine